2-((2S,3S,5S)-3-amino-5-methyltetrahydro-2H-pyran-2-yl)-3-bromo-5-chloro-N-(thiophen-2-ylmethyl)thieno[3,2-b]pyridin-7-amine trifluoroacetate FC(C(=O)O)(F)F.N[C@@H]1[C@H](OC[C@H](C1)C)C1=C(C2=NC(=CC(=C2S1)NCC=1SC=CC1)Cl)Br